N-benzyl-2-(5-(N-methylpyrazol-4-yl)pyridin-2-yl)acetamide C(C1=CC=CC=C1)NC(CC1=NC=C(C=C1)C=1C=NN(C1)C)=O